C1=CC=CC=2SC3=CC=CC=C3N(C12)CCCS(=O)(=O)[O-].[Na+] sodium 3-(10H-phenothiazin-10-yl)propane-1-sulfonate